N-((4-(1H-1,2,4-Triazol-3-yl)-1-(4-(trifluoromethoxy)phenyl)-1H-pyrazolo[3,4-b]pyridin-3-yl)methyl)acrylamide N1N=C(N=C1)C1=C2C(=NC=C1)N(N=C2CNC(C=C)=O)C2=CC=C(C=C2)OC(F)(F)F